C(C)OC(=O)C=1N=COC1C1=C(C=CC=C1)Cl 5-(2-chlorophenyl)oxazole-4-carboxylic acid ethyl ester